(5,8-Dichloroimidazo[1,5-a]pyridin-6-yl)ethanone ClC1=C(C=C(C=2N1C=NC2)Cl)C(C)=O